FC1=C(C=CC(=C1)F)C(CN1N=CN=C1)(O)C1(CC1)OC1=C(C=C(C=C1F)Cl)F 1-(2,4-difluorophenyl)-2-(1H-1,2,4-triazole-1-yl)-1-[1-(4-chloro-2,6-difluorophenoxy)cyclopropyl]ethanol